(1S,2S)-1-amino-1-(m-methylphenyl)propan-2-ol hydrochloride Cl.N[C@H]([C@H](C)O)C1=CC(=CC=C1)C